3-(N-(3-chloro-1H-indol-7-yl)sulfamoyl)-N-(10-(3-(N-(3-chloro-1H-indol-7-yl)sulfamoyl)benzamido)decyl)benzamide ClC1=CNC2=C(C=CC=C12)NS(=O)(=O)C=1C=C(C(=O)NCCCCCCCCCCNC(C2=CC(=CC=C2)S(NC=2C=CC=C3C(=CNC23)Cl)(=O)=O)=O)C=CC1